C(C)(C)(C)OC(NC=1N=C(C2=C(N1)C=NN2CC2=C(C=C(C=C2)CCl)OC)NCC2=NOC(=N2)C)=O (1-(4-(chloromethyl)-2-methoxybenzyl)-7-(((5-methyl-1,2,4-oxadiazol-3-yl)methyl)amino)-1H-pyrazolo[4,3-d]Pyrimidin-5-yl)carbamic acid tert-butyl ester